5,10-bis[4-(3-hydroxypropyldimethylammonio)butyl]2,7-di(tert-butyl)-5,10-dihydrophenazine OCCC[N+](CCCCN1C=2C=CC(=CC2N(C2=CC=C(C=C12)C(C)(C)C)CCCC[N+](C)(C)CCCO)C(C)(C)C)(C)C